4a-(4-cyanophenyl)-7,7a-dihydroxy-2-methyl-5-phenyl-2,4a,5,6,7,7a-hexahydrocyclopenta[4,5]furo[3,2-c]pyrazole-6-carboxylate C(#N)C1=CC=C(C=C1)C12C(C3=NN(C=C3O1)C)(C(C(C2C2=CC=CC=C2)C(=O)[O-])O)O